C(N)(=O)N1N=NC(=C1)C N-carbamoyl-methyltriazole